(S)-3-((6-bromo-7-fluoro-4-((1-methylpyrrolidin-2-yl)methyl)-2,3-dioxo-3,4-dihydroquinoxalin-1(2H)-yl)methyl)azetidine-1-carboxylic acid tert-butyl ester C(C)(C)(C)OC(=O)N1CC(C1)CN1C(C(N(C2=CC(=C(C=C12)F)Br)C[C@H]1N(CCC1)C)=O)=O